ClC=1C=CC(=C(C(=O)NC2=C(C=CC(=C2)C=2OC(=NN2)C=2OC=CC2)F)C1)OCCC 5-Chloro-N-(2-fluoro-5-(5-(furan-2-yl)-1,3,4-oxadiazol-2-yl)phenyl)-2-propoxybenzamide